FC=1C=C(C=CC1C)[C@]1(CN(CC1)C(=O)C1=NN(C2=CC=C(C=C12)C)CC(C)(C)O)C1=NC=NS1 (R)-(3-(3-fluoro-4-methylphenyl)-3-(1,2,4-thiadiazol-5-yl)pyrrolidin-1-yl)(1-(2-hydroxy-2-methylpropyl)-5-methyl-1H-indazol-3-yl)methanone